2-(3-fluorophenyl)-N-(cis-4-hydroxytetrahydrofuran-3-yl)-3-oxo-6-[4-(trifluoromethyl)phenyl]-2,3-dihydropyridazine-4-carboxamide FC=1C=C(C=CC1)N1N=C(C=C(C1=O)C(=O)N[C@@H]1COC[C@@H]1O)C1=CC=C(C=C1)C(F)(F)F